5-methyl-4-((1-oxo-6-(phenylsulfonyl)phthalazin-2(1H)-yl)methyl)isoxazole-3-carboxamide CC1=C(C(=NO1)C(=O)N)CN1C(C2=CC=C(C=C2C=N1)S(=O)(=O)C1=CC=CC=C1)=O